N-(5-methyl-1H-1,2,4-triazol-3-yl)thiourea CC1=NC(=NN1)NC(=S)N